BrC1=CC(=CC2=C1OC1=C2C=CC=C1C1=CC=CC=C1)OC 4-bromo-2-methoxy-6-phenyldibenzo[b,d]furan